3-Fluoro-5-((6-(3-methylisoxazol-4-yl)-1-oxoisoquinolin-2(1H)-yl)methyl)-N-(2-(4-methylpiperazin-1-yl)ethyl)benzamide FC=1C=C(C(=O)NCCN2CCN(CC2)C)C=C(C1)CN1C(C2=CC=C(C=C2C=C1)C=1C(=NOC1)C)=O